BrC=1C=C(C=C2C(=CNC12)C)C 7-bromo-3,5-dimethyl-1H-indole